stearyl acrylate vinyl-acetate C(=C)CC(=O)O.C(C=C)(=O)OCCCCCCCCCCCCCCCCCC